1,3-dimethylimidazole mesylate S(C)(=O)(=O)O.CN1CN(C=C1)C